OB1OCC2=C1C(=C(C=C2)C(=O)N[C@@H](C(C)C)C(=O)OCC2COCCOC2)C (1,4-Dioxepan-6-yl)methyl (1-hydroxy-7-methyl-1,3-dihydrobenzo[c][1,2]oxaborole-6-carbonyl)-L-valinate